NC1=C(C=CC(=C1)Cl)S(=O)(=O)N[C@@H]([C@H](C)C1=C(C(=CC=C1F)C)C)C=1OC(NN1)=O 2-amino-4-chloro-N-((1S,2R)-2-(6-fluoro-2,3-dimethylphenyl)-1-(5-oxo-4,5-dihydro-1,3,4-oxadiazol-2-yl)propyl)benzenesulfonamide